C(OCC(F)(F)F)(OCC(F)(F)F)=O Bistrifluoroethyl carbonate